C1(CC1)S(=O)(=O)N1[C@H]2COC[C@@H]1CC(C2)OC=2C(=CC(=NC2)C)C2=CC=1N(C=C2)N=C(C1)NC=1C=C(C(=O)NC)C=CN1 2-((5-(5-(((1R,5S,7s)-9-(cyclopropylsulfonyl)-3-oxa-9-azabicyclo[3.3.1]nonan-7-yl)oxy)-2-methylpyridin-4-yl)pyrazolo[1,5-a]pyridin-2-yl)amino)-N-methylisonicotinamide